3-bromo-2,2-dimethyl-7-((triisopropylsilyl)oxy)chroman-4-one Tert-butyl-(2,2-dimethyl-2H-chromen-7-yl)carbamate C(C)(C)(C)N(C(O)=O)C1=CC=C2C=CC(OC2=C1)(C)C.BrC1C(OC2=CC(=CC=C2C1=O)O[Si](C(C)C)(C(C)C)C(C)C)(C)C